Aminocaproic acid NCCCCCC(=O)O